ClC=1C=C2C(=NC1OC)C(=C(N2)C2=NNC(=N2)C(CO)(F)F)C=2C=NNC2 2-(3-(6-chloro-5-methoxy-3-(1H-pyrazol-4-yl)-1H-pyrrolo[3,2-b]pyridin-2-yl)-1H-1,2,4-triazol-5-yl)-2,2-difluoroethan-1-ol